2-(6-fluoro-1,2,3,4-tetrahydro-isoquinolin-5-yl)-4-[[5-(4-hydroxy-1-piperidyl)-2-pyridyl]amino]-6H-1,6-naphthyridin-5-one FC=1C(=C2CCNCC2=CC1)C1=NC=2C=CNC(C2C(=C1)NC1=NC=C(C=C1)N1CCC(CC1)O)=O